CN1C(=CC(=C1C)S(=O)(=O)C1=CC=CC=C1)C(=O)O 1,5-dimethyl-4-(phenylsulfonyl)-1H-pyrrole-2-carboxylic acid